C(C)(C)(C)OC(=O)N1CCN(CC1)CCCCO.CNC(CCNC)=C([N+](=O)[O-])[N+](=O)[O-] 1,3-dimethylaminodinitromethylenepropane tert-butyl-4-(4-hydroxybutyl)piperazine-1-carboxylate